C(C)SC1=NC(=CC(=C1C(=O)NCC1=CC=C(C=C1)C(F)(F)F)C)N1CCOCC1 2-Ethylsulfanyl-4-methyl-6-morpholin-4-yl-N-[[4-(trifluoromethyl)-phenyl]-methyl]-pyridine-3-carboxylic acid amide